BrC1=CC=C(C=C1)N1CCC(CC1)C1=CC=C(C=C1)C(F)(F)F 1-(4-bromophenyl)-4-(4-(trifluoromethyl)phenyl)piperidine